COC1=CC(=C(C=C1NC1=NC=NC(=C1)N1OCC[C@@H]1C1=CC(=CC=C1)C(F)(F)F)NC(C=C)=O)N1CCN(CCC1)C (R)-N-(4-methoxy-2-(4-methyl-1,4-diazepan-1-yl)-5-((6-(3-(3-(trifluoromethyl)phenyl)isoxazolidin-2-yl)pyrimidin-4-yl)amino)phenyl)acrylamide